tert-butyl N-[1-(pyridin-4-yl)-5-(trifluoromethyl)-1H-pyrazol-4-yl]carbamate N1=CC=C(C=C1)N1N=CC(=C1C(F)(F)F)NC(OC(C)(C)C)=O